O(C1=CC=CC=C1)C=1C=C(C=CC1)C1=CC=C2C(=CNC2=C1)C1=NC(=NC=C1C(F)(F)F)N[C@@H]1CNCCC1 4-[6-(3-phenoxyphenyl)-1H-indol-3-yl]-N-[(3S)-3-piperidyl]-5-(trifluoromethyl)pyrimidin-2-amine